1,4-bis(3,5-di-tert-butyl-4-hydroxybenzyl)-2,3,5,6-tetramethyl-benzene C(C)(C)(C)C=1C=C(CC2=C(C(=C(C(=C2C)C)CC2=CC(=C(C(=C2)C(C)(C)C)O)C(C)(C)C)C)C)C=C(C1O)C(C)(C)C